2-(3-((S)-3-(tert-butoxy)-2-((R)-1-(tert-butoxycarbonyl)pyrrolidin-3-yl)-3-oxopropyl)phenoxy)acetic acid C(C)(C)(C)OC([C@@H](CC=1C=C(OCC(=O)O)C=CC1)[C@@H]1CN(CC1)C(=O)OC(C)(C)C)=O